O=S1(N(CCCC1)C1=CC(=C(C=C1)NC=1N=C(C2=C(N1)NC=C2C#N)NC2CCOCC2)OC)=O 2-((4-(1,1-dioxido-1,2-thiazinan-2-yl)-2-methoxyphenyl)amino)-4-((tetrahydro-2H-pyran-4-yl)amino)-7H-pyrrolo[2,3-d]pyrimidine-5-carbonitrile